4-[8-amino-3-(pyrrolidin-2-yl)imidazo[1,5-a]pyrazin-1-yl]-N-pyridin-2-ylbenzamide NC=1C=2N(C=CN1)C(=NC2C2=CC=C(C(=O)NC1=NC=CC=C1)C=C2)C2NCCC2